7-[[6-(trifluoromethyl)-3-pyridinyl]methyl]-2-azaspiro[3.5]nonane-2-carboxylic acid tert-butyl ester C(C)(C)(C)OC(=O)N1CC2(C1)CCC(CC2)CC=2C=NC(=CC2)C(F)(F)F